C(CCC)N1C(N(C(C(C1=O)=C(N)N)=O)C1CCC2(CC3(C(N(C(N3CC3COC3)=O)CC)=O)C2)CC1)=O 1-Butyl-5-(diaminomethylene)-3-((5S,7s,10S)-3-ethyl-1-(oxetan-3-ylmethyl)-2,4-dioxo-1,3-diazadispiro[4.1.57.15]tridecan-10-yl)pyrimidine-2,4,6(1H,3H,5H)-trione